BrC=1C(=CC=2CCC2C1)N 4-bromobicyclo[4.2.0]octan-1(6),2,4-trien-3-amine